tert-butyl (S)-(1-(2-benzhydrylhydrazineyl)-1-oxopropan-2-yl)carbamate C(C1=CC=CC=C1)(C1=CC=CC=C1)NNC([C@H](C)NC(OC(C)(C)C)=O)=O